(S)-N-((S)-1-cyano-2-(3-fluoro-4-(3-methyl-2-oxo-2,3-dihydrobenzo[d]oxazol-5-yl)phenyl)ethyl)-1,4-oxazepin-2-carboxamide C(#N)[C@H](CC1=CC(=C(C=C1)C=1C=CC2=C(N(C(O2)=O)C)C1)F)NC(=O)C=1OC=CC=NC1